C1CC12CCN(CC2)C2OC1=C(C=C(C=C1C=C2C)C)C(C)Br 2-(6-azaspiro[2.5]octan-6-yl)-8-(1-bromoethyl)-3,6-dimethyl-chromen